ClC=1C=C(C=CC1F)NC1=NC=NC2=CC(=C(C=C12)NC(\C=C\CN1CCC(CC1)NC(CSC1=C2CN(C(C2=CC=C1)=O)C1C(NC(CC1)=O)=O)=O)=O)OC (E)-N-(4-((3-chloro-4-fluorophenyl)amino)-7-methoxyquinazolin-6-yl)-4-(4-(2-((2-(2,6-dioxopiperidin-3-yl)-1-oxoisoindolin-4-yl)thio)acetamido)piperidin-1-yl)but-2-enamide